C(=S)[S-].[Sb+3].C(=S)[S-].C(=S)[S-] Antimony dithioformate